N1(N=NC2=C1C=CC=C2)\C(\C(=O)N(C)C)=C/OC2OC(C(=C2C)C)=O (Z)-2-(benzotriazol-1-yl)-3-[(3,4-dimethyl-5-oxo-2H-furan-2-yl)oxy]-N,N-dimethyl-prop-2-enamide